N-(1-((1S,3R)-3-((5-Cyanopyrimidin-2-yl)amino)cyclohexyl)-1H-benzo[d][1,2,3]triazol-5-yl)acrylamide C(#N)C=1C=NC(=NC1)N[C@H]1C[C@H](CCC1)N1N=NC2=C1C=CC(=C2)NC(C=C)=O